N1C=NC2=C1C=CC(=C2)N2C(C1=CC=CC=C1C2C2=CC(=CC=C2)F)=O 2-(1H-Benzo[d]imidazol-5-yl)-3-(3-fluorophenyl)isoindolin-1-on